ClC1=C(C=C(C=C1)F)C1=CC(=C(N=N1)NC1C[C@@H]2[C@@H](CN(C2)CC2CCOCC2)C1)C(F)(F)F (3aR,5s,6aS)-N-(6-(2-chloro-5-fluorophenyl)-4-(trifluoromethyl)pyridazin-3-yl)-2-((tetrahydro-2H-pyran-4-yl)methyl)octahydrocyclopenta[c]pyrrol-5-amine